S1C(=CC=C1)C1CCNC1 4-(thiophen-2-yl)-pyrrolidine